3-isopropyl-2',4',6'-triisopropyl-[1,1'-biphenyl] C(C)(C)C=1C=C(C=CC1)C1=C(C=C(C=C1C(C)C)C(C)C)C(C)C